desoxyribose C(C=O)C(C(CO)O)O